BrC=1C=CC=C2C(C=C(OC12)C1=CC=C(OCCOC2CC(C2)C(=O)O)C=C1)=O 3-[2-[4-(8-bromo-4-oxo-chromen-2-yl)phenoxy]ethoxy]cyclobutanecarboxylic acid